7-bromo-2-(2-((triisopropylsilyl)oxy)ethyl)-[1,2,4]triazolo[4,3-a]pyridin-3(2H)-one BrC1=CC=2N(C=C1)C(N(N2)CCO[Si](C(C)C)(C(C)C)C(C)C)=O